sulfonyl borate B1(OS(=O)(=O)O1)[O-]